N[C@H]1CCC[C@H](C(NC=2C=CC(=CC2C=2C=CN=C1C2)C(=O)OC)=O)C methyl (10R,14S)-14-amino-10-methyl-9-oxo-8,16-diazatricyclo[13.3.1.02,7]nonadeca-1(19),2(7),3,5,15,17-hexaene-4-carboxylate